1-(2-(trifluoromethyl)phenyl)-1H-pyrazol-3-amine FC(C1=C(C=CC=C1)N1N=C(C=C1)N)(F)F